COC1=C(CNC2=CC3=C(C=N2)CN(C3)C(=O)OC(C)(C)C)C=CC(=C1)OC tert-Butyl 6-((2,4-dimethoxybenzyl)amino)-1,3-dihydro-2H-pyrrolo[3,4-c]pyridine-2-carboxylate